FC1(C(C(N(CC1)C(=O)OCCCC)CO[C@@H]1CC[C@@H](CC1)C1=CC=CC=C1)=O)F butyl 4,4-difluoro-3-oxo-2-({[(CIS)-4-phenylcyclohexyl]oxy}methyl)piperidine-1-carboxylate